(1-(3-(4-ethoxy-3-methoxyphenyl)-1,2,4-oxadiazol-5-yl)piperidin-4-yl)(piperidin-1-yl)methanone C(C)OC1=C(C=C(C=C1)C1=NOC(=N1)N1CCC(CC1)C(=O)N1CCCCC1)OC